C12CNCC(CC1)C2=O 3-azabicyclo[3.2.1]octan-8-one